C(#N)C1C(C(NC(C1)=O)=O)C1=NN(C2=CC(=CC=C12)C(=O)N1CCC(CC1)CN1CCNCC1)C 4-cyano-3-(1-methyl-6-(4-(piperazin-1-ylmethyl)piperidine-1-carbonyl)-1H-indazol-3-yl)piperidine-2,6-dione